C12OCC(N(C1)C(C)C1=CC=C(C=C1)CO)C2 (4-(1-(2-oxa-5-azabicyclo[2.2.1]heptan-5-yl)ethyl)phenyl)methanol